2-(2-((5-(1-aminoisoquinolin-7-yl)-2-cyclobutyl-2H-indazol-3-yl)methoxy)-4-(trifluoromethoxy)phenyl)acetic acid NC1=NC=CC2=CC=C(C=C12)C1=CC2=C(N(N=C2C=C1)C1CCC1)COC1=C(C=CC(=C1)OC(F)(F)F)CC(=O)O